(S)-7-methoxy-1-((5-oxopyrrolidin-2-yl)methoxy)isoquinoline-6-thiocarboxamide COC1=C(C=C2C=CN=C(C2=C1)OC[C@H]1NC(CC1)=O)C(N)=S